C(#N)C1=C(C=CC(=C1)F)N1CC2(C1)CC(C2)OC=2C=CC(=NC2C(=O)NC(CO)C=2N=CSC2)C=2C(=NC=CC2)OCC 5-{[2-(2-cyano-4-fluorophenyl)-2-azaspiro[3.3]heptan-6-yl]oxy}-2'-ethoxy-N-[2-hydroxy-1-(1,3-thiazol-4-yl)ethyl]-[2,3'-bipyridine]-6-carboxamide